[B].[Al] aluminum-boron